NCCN(CCO)C 2-[(2-aminoethyl)(methyl)amino]ethanol